(S)-5-methyl-N-(3-(1-((1-(oxetan-3-yl)-1H-pyrazolo[3,4-b]pyrazin-6-yl)amino)ethyl)phenyl)nicotinamide CC=1C=NC=C(C(=O)NC2=CC(=CC=C2)[C@H](C)NC2=CN=C3C(=N2)N(N=C3)C3COC3)C1